C(CCC)C1=NC(=NO1)NCC1=C(SC(=C1)Cl)C1=NC=C(C(=N1)C)O[C@@H]1C[C@H](CCC1)C(=O)O (1S,3S)-3-((2-(3-(((5-butyl-1,2,4-oxadiazol-3-yl)amino)methyl)-5-chlorothiophene-2-yl)-4-methylpyrimidin-5-yl)oxy)cyclohexane-1-carboxylic acid